C(C)(=O)N[C@H](CC(C)C)C(=O)O (-)-N-acetyl-D-leucine